tert-butyl 4-(4-(2-aminopyrimidin-4-yl)-2-cyanophenoxy)piperidine-1-carboxylate NC1=NC=CC(=N1)C1=CC(=C(OC2CCN(CC2)C(=O)OC(C)(C)C)C=C1)C#N